(R)-1-Chloro-6-cyclopropyl-4-((1-(3-(difluoromethyl)-2-fluorophenyl)ethyl)amino)pyrido[3,4-d]Pyridazine-7(6H)-one ClC=1C=2C(C(=NN1)N[C@H](C)C1=C(C(=CC=C1)C(F)F)F)=CN(C(C2)=O)C2CC2